N-methyl-N,N,N-trioctylammonium C[N+](CCCCCCCC)(CCCCCCCC)CCCCCCCC